tosyl-sulphonyl chloride S(=O)(=O)(C1=CC=C(C)C=C1)S(=O)(=O)Cl